C1(=C(C=CC=C1)C=1OC(=CN1)C=O)C 2-(ortho-tolyl)oxazole-5-carbaldehyde